2-(1-hydroxy-4-methyl-3-pentenyl)-1,4,5,8-tetramethoxynaphthalene OC(CC=C(C)C)C1=C(C2=C(C=CC(=C2C(=C1)OC)OC)OC)OC